3-Fluoro-N4-(4-(trifluoromethyl)benzyl)benzene-1,2,4-triamine FC1=C(C(=CC=C1NCC1=CC=C(C=C1)C(F)(F)F)N)N